2-(4-((5,5-dimethyltetrahydrofuran-3-yl)amino)pyrido[3,4-d]pyridazin-1-yl)-5-methylbenzene CC1(CC(CO1)NC=1N=NC(=C2C1C=NC=C2)C2=CC=C(C=C2)C)C